ClC=1C=C(CNC([C@@H](CC(C)C)N2C([C@H]3N(C(CC2)CS(=O)C2=CC=CC=C2)C[C@@H](C3)NC(OC(C)(C)C)=O)=O)=O)C=CC1Cl tert-butyl ((8R,9aS)-2-((R)-1-((3,4-dichlorobenzyl)amino)-4-methyl-1-oxopentan-2-yl)-1-oxo-5-((phenylsulfinyl)methyl)octahydro-1H-pyrrolo[1,2-a][1,4]diazepin-8-yl)carbamate